(S)-1-((4-formylbenzoyl)-L-prolyl)-N-(4-formylphenyl)pyrrolidine-2-carboxamide C(=O)C1=CC=C(C(=O)N2[C@@H](CCC2)C(=O)N2[C@@H](CCC2)C(=O)NC2=CC=C(C=C2)C=O)C=C1